methyl 4-chloro-1-((difluoromethyl)sulfonyl)indoline-6-carboxylate ClC1=C2CCN(C2=CC(=C1)C(=O)OC)S(=O)(=O)C(F)F